COC1=C(C2=CC=CC=C2C=C1)[Si](Cl)(Cl)Cl methoxynaphthyltrichlorosilane